tert-butyl ((2R,3S,5R,6S)-2-(2,5-difluorophenyl)-5-(2-(ethylsulfonyl)pyrrolo[3,4-c]pyrazol-5(2H,4H,6H)-yl)-6-(trifluoromethyl)tetrahydro-2H-pyran-3-yl)carbamate FC1=C(C=C(C=C1)F)[C@H]1O[C@@H]([C@@H](C[C@@H]1NC(OC(C)(C)C)=O)N1CC2=NN(C=C2C1)S(=O)(=O)CC)C(F)(F)F